3-(2-aminopyridin-4-yl)-4-((4-(trifluoromethyl)phenyl)amino)benzoic acid NC1=NC=CC(=C1)C=1C=C(C(=O)O)C=CC1NC1=CC=C(C=C1)C(F)(F)F